2-chloro-4-(5-(3-(2-(dimethylamino)ethoxy)phenyl)-1-methyl-2-oxo-1,2-dihydropyridin-4-yl)-6-methyl-1-tosyl-1,6-dihydro-7H-pyrrolo[2,3-c]pyridin-7-one ClC1=CC2=C(C(N(C=C2C2=CC(N(C=C2C2=CC(=CC=C2)OCCN(C)C)C)=O)C)=O)N1S(=O)(=O)C1=CC=C(C)C=C1